C12(CC3CC(CC(C1)C3)C2)C(C)(C)NC([O-])=O 1-(1-adamantyl)-1-methylethylcarbamate